BrC1=CC(=C(C(=O)C2(C(=O)O)CN=CC=C2)C=C1)OC 3-(4-bromo-2-methoxybenzoyl)nicotinic acid